2-(2-iodoethyl)-1,3-dichlorobenzene ICCC1=C(C=CC=C1Cl)Cl